CC1(NC(C=2N1C(C(=CC2C)NC=2C1=C(N=CN2)SC(=C1)C(=O)N1CC(C1)NC(OC(C)(C)C)=O)=O)=O)C tert-butyl [1-({4-[(3,3,8-trimethyl-1,5-dioxo-1,2,3,5-tetrahydroimidazo[1,5-a]pyridin-6-yl)amino]thieno[2,3-d]pyrimidin-6-yl}carbonyl)azetidin-3-yl]carbamate